C(C)(C)(C)C=1C=C(C=C(C1)C(C)(C)C)C1=CC(=NC=C1C([2H])([2H])[2H])C1=CC=CC=C1 4-(3,5-di-tert-butylphenyl)-5-(methyl-d3)-2-phenylpyridine